C(C)C1=C(C(C2=C(N1)COC2=O)C2=CC=CC(=C2)[N+](=O)[O-])C(=O)OCC ethyl 2-ethyl-4-(5-nitrophenyl)-5-oxo-1,4,5,7-tetrahydrofuro[3,4-b]pyridin-3-carboxylate